(S)-2-(1-cyclopropylethyl)-5-nitro-7-(trifluoromethyl)isoindolin-1-one C1(CC1)[C@H](C)N1C(C2=C(C=C(C=C2C1)[N+](=O)[O-])C(F)(F)F)=O